(R)-3-(3-chloro-4-fluorophenyl)-1-(2-methoxyethyl)-1-((1-methoxyisoquinolin-4-yl)methyl)urea ClC=1C=C(C=CC1F)NC(N(CC1=CN=C(C2=CC=CC=C12)OC)CCOC)=O